C(C)(C)(C)OC(=O)N1CC(CCC1)CC(=O)O 1-(tert-butoxycarbonyl)piperidin-3-ylacetic acid